OC1=C(C(=O)C2=CC=CC=C2)C=C(C(=C1)OCCCCCCCCCCCCCCC)[N+](=O)[O-] 2-Hydroxy-4-pentadecyloxy-5-nitrobenzophenone